[1,1'-biphenyl]-4-Carboxylic acid tert-butyl ester C(C)(C)(C)OC(=O)C1=CC=C(C=C1)C1=CC=CC=C1